ClC1=NC(=NC=C1)C(=O)NN chloropyrimidine-2-carbohydrazide